(3-neopentyl-cyclopentadienyl)hafnium C(C(C)(C)C)C1=CC(C=C1)[Hf]